NCCC1=CC=C(C=C1)C1=C(C=C(C#N)C=C1)OC1=CN=NC(=C1)C1=C(C=CC=C1)O 4-[4-(2-aminoethyl)phenyl]-3-[6-(2-hydroxyphenyl)pyridazin-4-yl]oxybenzonitrile